{3-[ethyl(methyl)phosphoryl]-5-fluorophenyl}methanol C(C)P(=O)(C)C=1C=C(C=C(C1)F)CO